CC1=C(C=CC(=N1)C=1SC=CC1OC(N(CC1CCC1)C)=O)OC1OCCCC1 (2-(6-methyl-5-((tetrahydro-2H-pyran-2-yl)oxy)pyridin-2-yl)thiophen-3-yl)methyl(cyclobutylmethyl)carbamate